C(CCCCCCCCCCCCCCCCC)(=O)OC=C vinyl Stearate